5-(1-bromoethyl)-6-nitrobenzo[d][1,3]dioxole BrC(C)C1=CC2=C(OCO2)C=C1[N+](=O)[O-]